COC1=CC(=NC=C1)N1CCC(CC1)C=O 1-(4-methoxypyridin-2-yl)piperidine-4-carbaldehyde